O[C@H]1[C@H]2[C@@H]3CC[C@H]([C@@H](CCCC(C)C)C)[C@]3(CC[C@@H]2[C@]2(CC[C@@H](CC2=C1)O)C)C 7a-hydroxycholesterol